5-fluoro-3-methyl-2-oxo-indol FC1=CC2=C(C(N=C2C=C1)=O)C